O1C(CCCC1)N1N=CC(=C1)C1=NN=C(S1)NC(=O)C1=C2C(=NO1)C=CC=C2 N-(5-(1-(tetrahydro-2H-pyran-2-yl)-1H-pyrazol-4-yl)-1,3,4-thiadiazol-2-yl)benzo[c]isoxazole-3-carboxamide